2-((2S,4R)-4-amino-1-(6-chloroimidazo[1,2-a]pyridine-2-carbonyl)pyrrolidin-2-yl)thiazole-4-carboxamide N[C@@H]1C[C@H](N(C1)C(=O)C=1N=C2N(C=C(C=C2)Cl)C1)C=1SC=C(N1)C(=O)N